BrC1=C(C=C(C=C1)C=1C(=NC(=NC1)NC=1C=NN(C1)C1COC1)NC=1C=C(C=CC1F)NC(C=C)=O)F N-(3-((5-(4-bromo-3-fluorophenyl)-2-((1-(oxetan-3-yl)-1H-pyrazol-4-yl)amino)pyrimidin-4-yl)amino)-4-fluorophenyl)acrylamide